ClC1=CN=C2N1C(=C(C=C2OC)C=2C=C(C=CC2)[C@@H](C)N(C(=O)N[C@H](C(F)(F)F)CCC(F)(F)F)CC)Cl 1-((R)-1-(3-(3,5-dichloro-8-methoxyimidazo[1,2-a]pyridin-6-yl)phenyl)ethyl)-1-ethyl-3-((S)-1,1,1,5,5,5-hexafluoropentan-2-yl)urea